C1(CCCC1)C1=C(C=CC(=C1)C(F)(F)F)NC(C(C)(C)N1N=CC(=C1)C#CC1CN(C1)C=1C=C2C(N(C(C2=CC1)=O)C1C(NC(CC1)=O)=O)=O)=O N-(2-cyclopentyl-4-(trifluoromethyl)phenyl)-2-(4-((1-(2-(2,6-dioxopiperidin-3-yl)-1,3-dioxoisoindolin-5-yl)azetidin-3-yl)ethynyl)-1H-pyrazol-1-yl)-2-methylpropanamide